2-(2-Amino-6-isopropyl-5,8-dioxo-5,6,7,8-tetrahydro-4H-pyrazolo[1,5-a]pyrrolo[3,4-d]pyrimidin-4-yl)-N-(5-fluoropyridin-2-yl)acetamide NC1=NN2C(N(C3=C(C2=O)CN(C3=O)C(C)C)CC(=O)NC3=NC=C(C=C3)F)=C1